ClC=1C=C(C=CC1C(F)(F)F)NC(=O)[C@]12[C@H]3C[C@@H]([C@@H]([C@@]2(C1)C1=CC(=NC=C1)F)O3)O |r| rac-(1r,2r,4s,5r,6s)-N-(3-chloro-4-(trifluoromethyl)phenyl)-4-(2-fluoropyridin-4-yl)-6-hydroxy-8-oxatricyclo[3.2.1.02,4]octane-2-carboxamide